C(=O)(O)C1CC2=CC(=CC=C2CC1)OC1=CC2=CC=CC=C2C=C1 2-carboxy-7-(naphthalen-2-yloxy)-1,2,3,4-tetrahydronaphthalen